ClC1=CC=C(C(=N1)C1=NN(C=N1)C)N 6-chloro-2-(1-methyl-1,2,4-triazol-3-yl)pyridin-3-amine